4-[[5-(4-chloro-2-fluoro-phenoxy)-4-methyl-3-pyridyl]methyl]-3-fluoro-pyridin-2-amine ClC1=CC(=C(OC=2C(=C(C=NC2)CC2=C(C(=NC=C2)N)F)C)C=C1)F